COC(=O)N[C@H](C(=O)N1CC2(C[C@H]1C(=O)O)CCCCC2)C(C)(C)C (S)-2-((S)-2-((methoxycarbonyl)amino)-3,3-dimethylbutanoyl)-2-azaspiro[4.5]decane-3-carboxylic acid